ethyl 1,5-pentanedicarboxylate C(CCCCC(=O)[O-])C(=O)OCC